4-bromo-3-(bromomethyl)but-2-enoic acid BrCC(=CC(=O)O)CBr